dodecyl isononanoate C(CCCCCC(C)C)(=O)OCCCCCCCCCCCC